N1=C(C=CC=C1)CN1CCN(CC1)CCCC1OC(C2=CC=CC=C12)=O 3-(3-(4-(pyridin-2-ylmethyl)piperazin-1-yl)propyl)-1(3H)-isobenzofuranone